3-bromo-2-methyl-6-(pyrazol-1-yl)pyridine BrC=1C(=NC(=CC1)N1N=CC=C1)C